ClC1OC2=C(OC1)C(=CC=C2N2CCNCC2)Cl 3,8-Dichloro-5-(piperazin-1-yl)-2,3-dihydro-1,4-benzodioxine